C1(=CC=CC=C1)C#CC=1C=NC=2CC[C@H]3[C@H](C2C1)OCCN3CCC |r| (rac)-trans-9-(Phenylethynyl)-4-propyl-3,4,4a,5,6,10b-hexahydro-2H-[1,4]oxazino[2,3-f]quinoline